1H-[1,2,4]triazole N1N=CN=C1